C12CNCC(CC1)N2C2=CC=C1C(=N2)CN(C1)C(=O)NC1CCCC1 2-(3,8-diazabicyclo[3.2.1]oct-8-yl)-N-cyclopentyl-5,7-dihydro-6H-pyrrolo[3,4-b]pyridine-6-carboxamide